CC(C)(C)I 1,1-dimethylethyl iodide